lead-zirconium-lead [Pb].[Zr].[Pb]